2-cyano-N-[(1s,4s)-4-{[2-(trifluoromethyl)quinolin-4-yl]amino}cyclohexyl]benzamide C(#N)C1=C(C(=O)NC2CCC(CC2)NC2=CC(=NC3=CC=CC=C23)C(F)(F)F)C=CC=C1